[I-].CC=1C(C(=C(C1C)C)C)[Si](C)(C)C1C(=CC2=C(C=CC=C12)C1=CC=C(C=C1)C(C)(C)C)C(C)C (2,3,4,5-tetramethylcyclopentadienyl)(4-(4-(tert-butyl)phenyl)-2-isopropyl-1H-inden-1-yl)dimethylsilane Iodid